C1(=CC=CC=C1)C=1C(=C(N(C1)C)C)C(=O)N(CC1=C(C(=CC=C1)OC)C)C1=CC=C(C=C1)O phenyl-N-(4-hydroxyphenyl)-N-(3-methoxy-2-methylbenzyl)-1,2-dimethyl-1H-pyrrole-3-carboxamide